Cl.N1CCC(CC1)C1=CN=CC(=N1)C1=CC(=CS1)NC(CCCC)=O N-(5-(6-(piperidin-4-yl)pyrazine-2-yl)thiophen-3-yl)pentanamide hydrochloride